8-chloro-2-(methylthio)pyrido[3,4-d]pyrimidine ClC1=NC=CC2=C1N=C(N=C2)SC